C(C)(C)(C)C=1C=C(CCC(=O)[O-])C=C(C1O)C(C)(C)C 3,5-di-tertiary-butyl-4-hydroxy-hydrocinnamate